5-(2-oxo-3H-1,3-benzoxazol-6-yl)-3,6-dihydro-2H-pyridine-1-carboxylic acid tert-butyl ester C(C)(C)(C)OC(=O)N1CCC=C(C1)C1=CC2=C(NC(O2)=O)C=C1